N2-(1-methyl-2-methylsulfonylethyl)phthalamide CC(CS(=O)(=O)C)NC(C=1C(C(=O)N)=CC=CC1)=O